N-[(3S,4S)-1-methyl-3-methyl-4-piperidyl]-6-{3-[2-methoxy-4-(morpholinosulfonyl)phenylamino]-1-propynyl}-1-(2,2,2-trifluoroethyl)-1H-1,3-benzimidazole-4-carboxamide CN1C[C@@H]([C@H](CC1)NC(=O)C1=CC(=CC=2N(C=NC21)CC(F)(F)F)C#CCNC2=C(C=C(C=C2)S(=O)(=O)N2CCOCC2)OC)C